C(C)C1=NC2=CC=C(C(=C2NC1=O)F)N1CCN(CC1)C=1C(=NC=CC1)C(=O)NC [4-[(2-ethyl-5-fluoro-3-oxo-4H-quinoxalin-6-yl)]Piperazin-1-yl]-N-methyl-pyridine-2-carboxamide